4-Fluoro-3-methylbenzyl bromide FC1=C(C=C(CBr)C=C1)C